1-(3,5-difluoro-2-((4-methoxybenzyl)oxy)phenyl)ethan-1-one oxime FC=1C(=C(C=C(C1)F)C(C)=NO)OCC1=CC=C(C=C1)OC